N[C@@H]1CC[C@H](CC1)NC1=NC=C(C(=N1)C=1C=C(C=CC1)N1C(C=CC=C1)=O)Cl trans-1-(3-(2-((4-aminocyclohexyl)amino)-5-chloropyrimidin-4-yl)phenyl)pyridin-2(1H)-one